C(C)(C)(C)[C@H]1OC([C@@H](N1C(=O)OCC1=CC=CC=C1)CC(C)(C)OC1=CC=C(C=C1)CCNC(C1=CC=C(C=C1)Cl)=O)=O Benzyl (2R,4S)-2-(tert-butyl)-4-(2-(4-(2-(4-chlorobenzamido)ethyl)phenoxy)-2-methylpropyl)-5-oxooxazolidine-3-carboxylate